(6-(2-(aminomethyl)-7-(trifluoromethoxy)benzofuran-5-yl)pyridin-3-yl)(4,4-difluoropiperidin-1-yl)methanone NCC=1OC2=C(C1)C=C(C=C2OC(F)(F)F)C2=CC=C(C=N2)C(=O)N2CCC(CC2)(F)F